FC1=C(OCC2CCN(CC2)C(=O)N2C[C@@H]3[C@@H](OCC(N3)=O)CC2)C=CC(=C1)OC (4aR,8aS)-6-[4-[(2-fluoro-4-methoxy-phenoxy)methyl]piperidine-1-carbonyl]-4,4a,5,7,8,8a-hexahydropyrido[4,3-b][1,4]oxazin-3-one